2-(3-(2,6-dioxopiperidin-3-yl)-1H-indazol-1-yl)-N-(thiazol-2-ylmethyl)acetamide O=C1NC(CCC1C1=NN(C2=CC=CC=C12)CC(=O)NCC=1SC=CN1)=O